nicotinoyl-glutamic acid C(C1=CN=CC=C1)(=O)N[C@@H](CCC(=O)O)C(=O)O